7-(5-fluoro-2-(((3S,4R)-3-hydroxytetrahydro-2H-pyran-4-yl)amino)pyrimidin-4-yl)-2-(((R)-3-hydroxypyrrolidin-1-yl)methyl)-1-isopropylquinolin-4(1H)-one FC=1C(=NC(=NC1)N[C@H]1[C@@H](COCC1)O)C1=CC=C2C(C=C(N(C2=C1)C(C)C)CN1C[C@@H](CC1)O)=O